3-(5-(2,3-dihydro-1H-pyrrolo[3,2-b]pyridine-1-carbonyl)-1-oxoisoindolin-2-yl)piperidine-2,6-dione N1(CCC2=NC=CC=C21)C(=O)C=2C=C1CN(C(C1=CC2)=O)C2C(NC(CC2)=O)=O